(1s,4s)-4-(2-(tert-butylamino)-8-(2,4,6-trifluorophenylamino)-9H-purin-9-yl)cyclohexanecarboxamide C(C)(C)(C)NC1=NC=C2N=C(N(C2=N1)C1CCC(CC1)C(=O)N)NC1=C(C=C(C=C1F)F)F